(1,2-distyryl)quinolin C(=CC1=CC=CC=C1)N1C(C=CC2=CC=CC=C12)C=CC1=CC=CC=C1